C(C)(C)(C)C1=C(OC2(OCC3(CO2)COC(OC3)(P(=O)=O)OC3=C(C=C(C=C3)C(C)(C)C)C(C)(C)C)P(=O)=O)C=CC(=C1)C(C)(C)C 3,9-bis(2,4-di-t-butylphenoxy)-2,4,8,10-tetraoxa-3,9-diphosphospiro[5.5]undecane